hexahydropyridazine hydrogen chloride Cl.N1NCCCC1